C1(CC1)CN1[C@H]2[C@@]3(CCC4(OCCO4)[C@H]4[C@]3(CC1)C1=C(O4)C(=CC=C1C2)O)O (4R,4aS,7aR,12bS)-3-(Cyclopropylmethyl)-1,2,3,4,4a,5,6,7a-octahydrospiro[4,12-methanobenzofuro[3,2-e]isoquinoline-7,2'-[1,3]dioxolane]-4a,9-diol